n-butyl acrylate glycidyl-methacrylate C(C1CO1)OC(C(=C)C)=O.C(C=C)(=O)OCCCC